(S)-1-(2-(4-(5-(3-cyano-5-fluorophenyl)-4,5-dihydro-1H-pyrazole-1-carbonyl)piperazin-1-yl)-5-fluoropyrimidin-4-yl)-5-methyl-1H-1,2,4-triazole-3-carbonitrile C(#N)C=1C=C(C=C(C1)F)[C@@H]1CC=NN1C(=O)N1CCN(CC1)C1=NC=C(C(=N1)N1N=C(N=C1C)C#N)F